(3-bromopyridin-4-yl)acetamide BrC=1C=NC=CC1CC(=O)N